(E)-6-(6-(2-(3-(3-Chloropyridin-4-yl)-5-cyclopropylisoxazol-4-yl)vinyl)-2-azaspiro[3.3]heptan-2-yl)-4-(trifluoromethyl)chinolin ClC=1C=NC=CC1C1=NOC(=C1/C=C/C1CC2(CN(C2)C=2C=C3C(=CC=NC3=CC2)C(F)(F)F)C1)C1CC1